4-Hydroxy-2-oxo-1-phenyl-7-(trifluoromethyl)-1,2-dihydroquinoline-3-carbonitrile OC1=C(C(N(C2=CC(=CC=C12)C(F)(F)F)C1=CC=CC=C1)=O)C#N